2-(5-(((1S,3R,5R)-6,6-difluoro-8-azabicyclo[3.2.1]octan-3-yl)(methyl)amino)pyrazin-2-yl)-5-(1H-imidazol-1-yl)phenol FC1([C@H]2C[C@@H](C[C@@H](C1)N2)N(C=2N=CC(=NC2)C2=C(C=C(C=C2)N2C=NC=C2)O)C)F